C1=C(C=CC2=CC=CC=C12)COC1=CC=C(CN2C=NC(=C2)C(=O)OC)C=C1 methyl 1-(4-(naphthalen-2-ylmethoxy) benzyl)-1H-imidazole-4-carboxylate